CC1=NC=C(N=C1CC)C 2,5-dimethyl-3-ethyl-pyrazine